FC(C(=O)O)(F)F.C(C1=CC=CC=C1)N1N=CC(=C1)N1N=CC(=C1)C=1C=C(C=C(C1)F)CN (3-(1'-Benzyl-1'H-[1,4'-bipyrazole]-4-yl)-5-fluorophenyl)methylamine trifluoroacetate